FC1(C(CCC1)COC=1C=CC2=C(C(=C(O2)C)C(=O)O)C1)F 5-((2,2-difluorocyclopentyl)methoxy)-2-methylbenzofuran-3-carboxylic acid